6-[3-(Difluoromethyl)-4-fluoro-phenyl]-1-(pyrimidin-4-ylmethyl)pyrazolo[4,3-b]pyridine FC(C=1C=C(C=CC1F)C=1C=C2C(=NC1)C=NN2CC2=NC=NC=C2)F